N-(2-amino-5-(4-hydroxybutyloxy)phenyl)-N-(4-methoxybenzyl)methanesulfonamide NC1=C(C=C(C=C1)OCCCCO)N(S(=O)(=O)C)CC1=CC=C(C=C1)OC